tert-Butyl 10-((4-chloro-2-oxopyridin-1(2H)-yl)methyl)-7-azaspiro[4.5]decane-7-carboxylate ClC1=CC(N(C=C1)CC1CCN(CC12CCCC2)C(=O)OC(C)(C)C)=O